O1C(OCC1)COC=1C=C(C(=O)OCC)C=CC1 ethyl 3-((1,3-dioxolan-2-yl)methoxy)benzoate